O1CCCC=C1 3,4-di-hydro-2H-pyran